BrC1=C(SC(=C1Br)C=O)C=O 3,4-DIBROMOTHIOPHENE-2,5-DICARBOXALDEHYDE